C(#N)C=1C=CC(=C2C=CC=NC12)N1CC=2N(N=C3C=C(C=CC23)N2CCN(CC2)CC(=O)N)[C@@H](C1)C (R)-2-(4-(2-(8-cyanoquinolin-5-yl)-4-methyl-1,2,3,4-tetrahydropyrazino[1,2-b]indazol-8-yl)piperazin-1-yl)acetamide